C1(=CC=CC=C1)P(N1CCCCC1)C1=CC=CC=C1 1-(diphenylphosphino)piperidine